C(C1=CC=CC=C1)(=O)C1(CC2(N3CCCC13)C(C1=CC=CC3=CC=CC2=C13)=O)C1=CC(=C(C=C1)O)OC benzoyl-1'-(4-hydroxy-3-methoxyphenyl)-1',2',5',6',7',7a'-hexahydro-2H-spiro[acenaphthylene-1,3'-pyrrolizin]-2-one